3-[2-(4-chloro-3-fluorophenoxy)acetamido]-N-[(3,4-difluorophenyl)methyl]bicyclo[1.1.1]pentane-1-carboxamide ClC1=C(C=C(OCC(=O)NC23CC(C2)(C3)C(=O)NCC3=CC(=C(C=C3)F)F)C=C1)F